Methyl (3R,5S,E)-3-(ethoxymethoxy)-7-(4-(4-fluorophenyl)-6-isopropyl-2-(N-methylmethylsulfonamido)pyrimidin-5-yl)-5-hydroxyhept-6-enoate C(C)OCO[C@@H](CC(=O)OC)C[C@@H](\C=C\C=1C(=NC(=NC1C(C)C)N(S(=O)(=O)C)C)C1=CC=C(C=C1)F)O